BrC1=CC(=C(C(=C1)F)SCCCC(=O)OCC)F ethyl 4-(4-bromo-2,6-difluoro-phenylsulfanyl)-butyrate